Tolidine CC1=C(C=CC(=C1)C2=CC(=C(C=C2)N)C)N